2,2',4,4',5,5'-hexahydroxybiphenyl OC1=C(C=C(C(=C1)O)O)C1=C(C=C(C(=C1)O)O)O